(3,4-dimethoxy-phenethylcarbamoyl)-methyl 3-methylbut-2-enoate CC(=CC(=O)OCC(NCCC1=CC(=C(C=C1)OC)OC)=O)C